6-bromo-4-fluoro-2-methyl-1-(propan-2-yl)-1H-benzimidazole BrC=1C=C(C2=C(N(C(=N2)C)C(C)C)C1)F